trifluoro-methanesulfonic acid [2-(tert-butoxycarbonylamino)-3-cyano-thieno[2,3-b]pyridin-4-yl] ester C(C)(C)(C)OC(=O)NC1=C(C=2C(=NC=CC2OS(=O)(=O)C(F)(F)F)S1)C#N